N-((1-(3-(6-(trifluoromethyl)imidazo[1,2-a]pyridin-3-yl)-1,2,4-thiadiazol-5-yl)piperidin-3-yl)methyl)methanesulfonamide FC(C=1C=CC=2N(C1)C(=CN2)C2=NSC(=N2)N2CC(CCC2)CNS(=O)(=O)C)(F)F